NCCC=1C=NC(=NC1)C1=C(C=C(C#N)C=C1)OC=1N(N=C(C1)C1=CN=CS1)C 4-[5-(2-aminoethyl)pyrimidin-2-yl]-3-[2-methyl-5-(1,3-thiazol-5-yl)pyrazol-3-yl]oxybenzonitrile